CNC=1C=C(C=NC1)C(=O)NC1CCC(CC1)NC1=CC=CC=2N1C=C(N2)C(F)(F)F 5-(methylamino)-N-[(1s,4s)-4-{[2-(trifluoromethyl)imidazo[1,2-a]pyridin-5-yl]amino}cyclohexyl]pyridine-3-carboxamide